5,6,7,8-tetrahydro-1-naphthalenyl ether C1(=CC=CC=2CCCCC12)OC1=CC=CC=2CCCCC12